NCCN(C1=C(C=C(C=C1)C1=CC=C(C=N1)C(=O)NCC=1C=NC=CC1)C)C(CC)=O 6-[4-[2-aminoethyl-(propionyl)amino]-3-methyl-phenyl]-N-(3-pyridylmethyl)pyridine-3-carboxamide